C1CCC(CC1)C(=O)O 4-cyclohexanoic acid